[Si](C)(C)(C(C)(C)C)OC1CC(C1)(NC)CCO 2-(3-((tert-butyldimethylsilyl)oxy)-1-(methylamino)cyclobutyl)ethan-1-ol